malonamidine C(CC(=N)N)(=N)N